5-(bromomethyl)-2-chloro-4-fluoropyridine BrCC=1C(=CC(=NC1)Cl)F